(Z)-6-(4-cyclopropyl-6-methoxypyrimidin-5-yl)-N-hydroxy-1-((2-(trimethylsilyl)ethoxy)methyl)-1H-pyrazolo[3,4-d]pyrimidine-3-carboxamide C1(CC1)C1=NC=NC(=C1C1=NC=C2C(=N1)N(N=C2C(=O)NO)COCC[Si](C)(C)C)OC